S1C=NC2=C1C=C(C=C2)CC2=C(C(C1=CC=C(C=C1C2=O)F)=O)C 3-(benzo[d]thiazol-6-ylmethyl)-6-fluoro-2-methylnaphthalene-1,4-dione